N-((2S)-1,1-dicyclopropyl-3-((2-fluoro-4-(3-morpholino-1-oxo-1-((2,2,2-trifluoroethyl)amino)propan-2-yl)phenyl)amino)-3-oxopropan-2-yl)-1-isopropyl-1H-pyrazole-5-carboxamide C1(CC1)C([C@@H](C(=O)NC1=C(C=C(C=C1)C(C(NCC(F)(F)F)=O)CN1CCOCC1)F)NC(=O)C1=CC=NN1C(C)C)C1CC1